BrC(C(O)([2H])[2H])([2H])[2H] 2-bromoethan-1,1,2,2-d4-1-ol